5-methyl-uracil 2-[[5,7-bis(trifluoromethyl)-1,2-benzoxazol-3-yl]-[1-(2-pyrimidin-2-yl-1,2,4-triazol-3-yl)ethyl]amino]ethyl-benzoate FC(C=1C=C(C2=C(C(=NO2)N(CCC2=C(C(=O)O)C=CC=C2)C(C)C=2N(N=CN2)C2=NC=CC=N2)C1)C(F)(F)F)(F)F.CC=1C(NC(NC1)=O)=O